O=C1CC2(C=3C=CC=NC3C1)CCN(CC2)C(=O)OC(C)(C)C tert-butyl 7'-oxo-7',8'-dihydro-5'H-spiro[piperidine-4,5'-quinoline]-1-carboxylate